ClC1=C(C=C(C=C1Cl)OCOC)B1OC(C(O1)(C)C)(C)C 2-(2,3-Dichloro-5-(methoxymethoxy)phenyl)-4,4,5,5-tetramethyl-1,3,2-dioxaborolane